FC1(C(C1)C(=O)NC1=NC=CC(=C1)B(O)O)F (2-(2,2-Difluorocyclopropanamido)pyridin-4-yl)boronic acid